(3-((3-(bromomethyl)benzyl)oxy)phenyl)methanol BrCC=1C=C(COC=2C=C(C=CC2)CO)C=CC1